(R)-7-chloro-2-((1r,4R)-4-(3-methoxyazetidin-1-yl)cyclohexyl)-2,4-dimethyl-N-((6-methyl-4-(methylthio)-2-oxo-1,2-dihydropyridin-3-yl)methyl)benzo[d][1,3]dioxole-5-carboxamide ClC1=CC(=C(C2=C1O[C@](O2)(C)C2CCC(CC2)N2CC(C2)OC)C)C(=O)NCC=2C(NC(=CC2SC)C)=O